FC=1C=C(C=C(C1)F)[C@@H]1CCN2N1C(C1(C2)CCN(CC1)C=1C2=C(N=CN1)SC=C2C)=O (S)-7'-(3,5-difluorophenyl)-1-(5-methylthieno[2,3-d]pyrimidin-4-yl)dihydro-1'H,3'H,5'H-spiro[piperidine-4,2'-pyrazolo[1,2-a]pyrazol]-1'-one